methyl (1R,3S,4S)-2-azabicyclo[2.2.1]heptane-3-carboxylate [C@@H]12N[C@@H]([C@@H](CC1)C2)C(=O)OC